2-hexyldecyl 6-(6-bromo-N-isopropylhexanamido)hexanoate BrCCCCCC(=O)N(C(C)C)CCCCCC(=O)OCC(CCCCCCCC)CCCCCC